ClC=1C=C(C=CC1)C1=NNC(=C1)C(=O)NCC=1C=C2CN(C(C2=CC1)=O)C1C(NC(CC1)=O)=O 3-(3-chlorophenyl)-N-((2-(2,6-dioxopiperidin-3-yl)-1-oxoisoindolin-5-yl)methyl)-1H-pyrazol-5-carboxamide